Benzyl Benzoate C(C1=CC=CC=C1)(=O)OCC1=CC=CC=C1